(S)-2-((3-(isopentylsulfonyl)phenoxy)methyl)oxirane C(CC(C)C)S(=O)(=O)C=1C=C(OC[C@H]2OC2)C=CC1